(S)-2-(((2R,3S,4R,5R)-5-(6-amino-2-chloro-9H-purin-9-yl)-3-ethynyl-3,4-dihydroxytetrahydrofuran-2-yl)methoxy)-3-phenyl-2-(thiazol-4-yl)propionic acid NC1=C2N=CN(C2=NC(=N1)Cl)[C@H]1[C@@H]([C@@]([C@H](O1)CO[C@@](C(=O)O)(CC1=CC=CC=C1)C=1N=CSC1)(O)C#C)O